BrC=1C=CC=C2C(=NN(C12)C)I 7-bromo-3-iodo-1-methylindazole